4-((4-(4-(2,6-difluorobenzyl)-5-oxo-4,5-dihydro-1H-1,2,4-triazol-1-yl)-2-fluorophenoxy)methyl)thiazole-2-carboxylic acid ethyl ester C(C)OC(=O)C=1SC=C(N1)COC1=C(C=C(C=C1)N1N=CN(C1=O)CC1=C(C=CC=C1F)F)F